FC1=C(C=CC(=C1C1=CC=C2C(=NNC2=C1F)C1=NNC(N1)=O)F)NS(=O)(=O)C=1C(=NC=C(C1)F)OC N-(2,4-difluoro-3-(7-fluoro-3-(5-oxo-4,5-dihydro-1H-1,2,4-triazol-3-yl)-1H-indazol-6-yl)phenyl)-5-fluoro-2-methoxypyridine-3-sulfonamide